NC=1C(=NC(=C(N1)F)C1=CC=C(C=C1)[C@]12CN(C[C@@H]2C1)C)C=1C=C2CCNC(C2=CC1F)=O 6-(3-amino-5-fluoro-6-(4-((1S,5R)-3-methyl-3-azabicyclo[3.1.0]hexan-1-yl)phenyl)pyrazin-2-yl)-7-fluoro-3,4-dihydroisoquinolin-1(2H)-one